FC(C1=CC=C2C(=N1)NC=C2)(F)F 6-(trifluoromethyl)-1H-pyrrolo[2,3-b]Pyridine